1-((4-bromophenyl)imino)-4,4-difluorotetrahydro-1λ6-thiopyran-1-oxide BrC1=CC=C(C=C1)N=S1(CCC(CC1)(F)F)=O